C(C)(C)(C)OC(NC1[C@H]2CC(C[C@@H]12)(F)F)=O ((1R,5S,6r)-3,3-difluorobicyclo[3.1.0]hexan-6-yl)carbamic acid tert-butyl ester